((3-fluoro-1H-indazol-5-yl)methyl)-8-(5-(5-fluoro-2-methylpyridin-4-yl)-1H-pyrazole-3-carbonyl)-8-azabicyclo[3.2.1]octane-3-carboxamide FC1=NNC2=CC=C(C=C12)CC12CC(CC(CC1)N2C(=O)C2=NNC(=C2)C2=CC(=NC=C2F)C)C(=O)N